(3-fluorobenzyl)-4-((2-methyl-4-phenylthiazol-5-yl)oxy)pyridin-2-amine FC=1C=C(CC=2C(=NC=CC2OC2=C(N=C(S2)C)C2=CC=CC=C2)N)C=CC1